COC=1C=C(C=C(C1OC)O)CCN 3,4-dimethoxy-5-hydroxyphenylethylamine